2-chloro-7-((4-cyclopropylpiperazin-1-yl)methyl)-N-(1-(3,4,5-trimethoxyphenyl)-1H-imidazol-4-yl)pyrrolo[2,1-f][1,2,4]triazin-4-amine ClC1=NN2C(C(=N1)NC=1N=CN(C1)C1=CC(=C(C(=C1)OC)OC)OC)=CC=C2CN2CCN(CC2)C2CC2